tertbutyl 1-ethynyl-6-azaspiro[2.5]octane-6-carboxylate C(#C)C1CC12CCN(CC2)C(=O)OC(C)(C)C